C(C)(=O)OCC1=NC(=C(C2=CC=C(C=C12)OC1=CC=CC=C1)O)C(=O)[O-] 1-(acetoxymethyl)-4-hydroxy-7-phenoxyisoquinoline-3-formate